α-methyl-o-butoxystyrene CC(=C)C1=C(C=CC=C1)OCCCC